Cl.N1CC(C1)NC(OCCCC)=O butyl azetidin-3-ylcarbamate HCl salt